C[C@@H]1[C@H]([C@@H]([C@@H]([C@H](O1)O)O[C@@H]2[C@H]([C@H]([C@@H]([C@H](O2)C)NC=O)O)O[C@@H]3[C@H]([C@H]([C@@H]([C@H](O3)C)NC=O)O)O[C@@H]4[C@H]([C@H]([C@@H]([C@H](O4)C)NC=O)O)O[C@@H]5[C@H]([C@H]([C@@H]([C@H](O5)C)NC=O)O[C@@H]6[C@H]([C@H]([C@@H]([C@H](O6)C)NC=O)O)O[C@@H]7[C@H]([C@H]([C@@H]([C@H](O7)C)NC=O)O)O[C@@H]8[C@H]([C@H]([C@@H]([C@H](O8)C)NC=O)O)O[C@@H]9[C@H]([C@H]([C@@H]([C@H](O9)C)NC=O)O)O)O)O)NC=O The molecule is an amino nonasaccharide consisting of nine N-formyl-alpha-D-perosamine residues linked sequentially (1->2), (1->2), (1->2), (1->3), (1->2), (1->2), (1->2) and (1->2).